N-(4-(N-(2-(2-(dimethylamino)acetyl)-1,2,3,4-tetrahydro-isoquinolin-7-yl)sulfamoyl)naphthalen-1-yl)-2-methylbenzamide CN(CC(=O)N1CC2=CC(=CC=C2CC1)NS(=O)(=O)C1=CC=C(C2=CC=CC=C12)NC(C1=C(C=CC=C1)C)=O)C